(3-(5-Aminopentoxy)phenyl)-N-(4-(1-(cyclopropanecarbonyl)indol-5-yl)-5-methylthiazol-2-yl)acetamide NCCCCCOC=1C=C(C=CC1)CC(=O)NC=1SC(=C(N1)C=1C=C2C=CN(C2=CC1)C(=O)C1CC1)C